FC1(CN(CC[C@H]1N1CCN(CC1)C1=CC=C(C=C1)[N+](=O)[O-])C(=O)OC(C)(C)C)F Tert-butyl (4R)-3,3-difluoro-4-[4-(4-nitrophenyl)piperazin-1-yl]piperidine-1-carboxylate